3-[3-(benzyloxy)propyl]-7-bromoquinolin-2-amine C(C1=CC=CC=C1)OCCCC=1C(=NC2=CC(=CC=C2C1)Br)N